3-fluoro-6-((7-glycyl-8,8-dimethyl-2-(3,4,5-trifluorophenyl)-5,6,7,8-tetrahydroimidazo[1,2-a]pyrazin-3-yl)amino)picolinonitrile FC=1C(=NC(=CC1)NC1=C(N=C2N1CCN(C2(C)C)C(CN)=O)C2=CC(=C(C(=C2)F)F)F)C#N